Methyl ((1r,3r)-3-((5-(((tert-butylsulfinyl)amino)methyl)-3-(1-isopropyl-1H-indazol-5-yl)-1-((2-(trimethylsilyl)ethoxy)methyl)-1H-pyrrolo[2,3-b]pyridin-4-yl)amino)cyclobutyl)carbamate C(C)(C)(C)S(=O)NCC=1C(=C2C(=NC1)N(C=C2C=2C=C1C=NN(C1=CC2)C(C)C)COCC[Si](C)(C)C)NC2CC(C2)NC(OC)=O